Z-7-(3-fluorobicyclo[1.1.1]pentan-1-yl)-5,5-dimethyl-7-oxohept-2-enenitrile FC12CC(C1)(C2)C(CC(C\C=C/C#N)(C)C)=O